(3-methylbutyl)quinolin-2(1H)-one CC(CCN1C(C=CC2=CC=CC=C12)=O)C